1-(4-Methoxycyclohexyl)-N5-(1-(3-oxomorpholino)piperidin-4-yl)-1H-pyrazole-3,5-dicarboxamide COC1CCC(CC1)N1N=C(C=C1C(=O)NC1CCN(CC1)N1C(COCC1)=O)C(=O)N